C(C)OC(C[C@@H](C)C1=C2CCNCC2=CC=C1)=O (3R)-3-(1,2,3,4-tetrahydroisoquinolin-5-yl)butanoic acid ethyl ester